N-(4-((2-methoxy-3-(1-methyl-1H-1,2,4-triazol-3-yl)phenyl)amino)-5-(3-methylbutanoyl)pyridin-2-yl)cyclopropanecarboxamide COC1=C(C=CC=C1C1=NN(C=N1)C)NC1=CC(=NC=C1C(CC(C)C)=O)NC(=O)C1CC1